Undecan-3-amine HCl Cl.CCC(CCCCCCCC)N